FC1=C(OC2=C3C(=NC=C2)NC=C3C=3C=CC(=C(C#N)C3)OCC(F)(F)F)C(=CC(=C1)NC=1OC[C@@](CN1)(C)CO)F |r| (+/-)-5-[4-(2,6-difluoro-4-{[5-(hydroxymethyl)-5-methyl-5,6-dihydro-4H-1,3-oxazin-2-yl]amino}phenoxy)-1H-pyrrolo[2,3-b]pyridin-3-yl]-2-(2,2,2-trifluoroethoxy)benzonitrile